[F-].[Se](=O)(=O)([O-])[O-].[Sb+3] antimony selenate fluoride